N-(5-Ethyl-1,3,4-thiadiazol-2-yl)-2-((4-oxo-1-phenyl-4,5-dihydro-1H-pyrazolo[3,4-d]pyrimidin-6-yl)thio)acetamid C(C)C1=NN=C(S1)NC(CSC=1NC(C2=C(N1)N(N=C2)C2=CC=CC=C2)=O)=O